(3S,4R)-(3S,4R)-1-benzyl-3-(2-thienyl)piperidine-4-carboxylic acid C(C1=CC=CC=C1)N1C[C@H]([C@@H](CC1)C(=O)O)C=1SC=CC1